C[C@@]1(CC[C@H]([C@@H]2C3=C(O[C@@H]21)C=C(C=C3O)CCCCC)C(=C)C)O (5aS,6S,9R,9aR)-6-methyl-3-pentyl-9-prop-1-en-2-yl-7,8,9,9a-tetrahydro-5aH-dibenzofuran-1,6-diol